C1(CCCC1)N1C(C=C(C2=C1N=C(N=C2)N2CCC(CC2)NCCC2=CC=CC=C2)C2=CSC=C2)=O 8-cyclopentyl-5-(thien-3-yl)-2-(4-(phenethylamino)piperidin-1-yl)pyrido[2,3-d]pyrimidin-7-one